(S)-2-(3-chloro-5-fluorophenyl)-N-(3-(1-((2-ethyl-2H-pyrazolo[3,4-b]pyrazin-6-yl)amino)ethyl)phenyl)acetamide ClC=1C=C(C=C(C1)F)CC(=O)NC1=CC(=CC=C1)[C@H](C)NC=1C=NC=2C(N1)=NN(C2)CC